ClC1C(C2=CC=CC=C2CC1)=O 2-chloro-1,2,3,4-tetrahydronaphthalene-1-one